((2,6-dibromo-9,10-bis((trimethylsilyl)ethynyl)-9,10-dihydroanthracene-9,10-diyl)bis(oxy))bis(trimethylsilane) BrC1=CC=2C(C3=CC=C(C=C3C(C2C=C1)(C#C[Si](C)(C)C)O[Si](C)(C)C)Br)(C#C[Si](C)(C)C)O[Si](C)(C)C